N1(N=CC=C1)C=1C=CC(=C(C1)O)C=1N=NC(=CC1)CC1CC(NC(C1)(C)C)(C)C 5-(1H-pyrazol-1-yl)-2-(6-((2,2,6,6-tetramethylpiperidin-4-yl)methyl)pyridazin-3-yl)phenol